Cl.C(C)(C)(C)C1=NC(=CC=C1)C(C)(C)C 2,6-di-tert-butyl-pyridine hydrochloride